CN1C(C=CC(=C1)C1C=C(CCO1)B1OC(C(O1)(C)C)(C)C)=O 1-methyl-5-[4-(4,4,5,5-tetramethyl-1,3,2-dioxaborolan-2-yl)-3,6-dihydro-2H-pyran-6-yl]pyridin-2-one